4,6-dibromopyridazin-3-amine BrC1=C(N=NC(=C1)Br)N